C1=NC=C(C2=CC=CC=C12)B(O)O ISOQUINOLINE-4-BORONIC ACID